C(C)OC(C(C1=CC=C(C=C1)C(F)(F)F)N1[C@@H](CN([C@H](C1)CC)C=1C2=C(N(C(N1)=O)C)C=CC(=N2)C#N)CC)=O 2-((2R,5S)-4-(6-cyano-1-methyl-2-oxo-1,2-dihydropyrido[3,2-d]pyrimidin-4-yl)-2,5-diethylpiperazin-1-yl)-2-(4-(trifluoromethyl)phenyl)acetic acid ethyl ester